COC=1C=C2C(=NC=NC2=CC1OCCCN1CCN(CC1)C)C1=CC=C(C=C1)NC(CC=1C=NC(=CC1)OC)=O N-(4-(6-methoxy-7-(3-(4-methylpiperazin-1-yl)propoxy)quinazolin-4-yl)phenyl)-2-(6-methoxypyridin-3-yl)acetamide